NC1=NC=NN2C1=NC=C2C=2C=NN(C2)C=2C=C(C=CC2C)NC(C2=CC(=C(C=C2)CN2CCOCC2)C(F)(F)F)=O N-(3-(4-(4-Aminoimidazo[2,1-f][1,2,4]triazin-7-yl)-1H-pyrazol-1-yl)-4-Methylphenyl)-4-(morpholinomethyl)-3-(trifluoromethyl)benzamide